O=C1N[C@@H](CC12CCN(CC2)C(=O)OC(C)(C)C)CCOS(=O)(=O)C2=CC=C(C)C=C2 tert-butyl (S)-1-oxo-3-(2-(tosyloxy)ethyl)-2,8-diazaspiro[4.5]decane-8-carboxylate